FCCCN1CC(C1)=CC1=CC=C(C=C1)C1=C(CCCC2=C1C=CC(=C2)C(=O)O)C2=CC(=C(C=C2)C(F)(F)F)C 9-(4-((1-(3-fluoropropyl)azetidin-3-ylidene)methyl)phenyl)-8-(3-methyl-4-(trifluoromethyl)phenyl)-6,7-dihydro-5H-benzo[7]annulene-3-carboxylic acid